1,2,3,9-nonanetetrol C(C(C(CCCCCCO)O)O)O